NC1=CC(=NN1CC(=O)N1C[C@@]2(CC1)C1=C(NC(O2)=O)C=CC(=C1F)Cl)C1=CC=C(C=C1)OC(F)(F)F (R)-1'-(2-(5-Amino-3-(4-(trifluoromethoxy)phenyl)-1H-pyrazol-1-yl)acetyl)-6-chloro-5-fluorospiro[benzo[d][1,3]oxazine-4,3'-pyrrolidin]-2(1H)-one